p-chloropyridine-2-formaldehyde ClC1=CC(=NC=C1)C=O